(+-)-4-methoxy-3-(1,4-oxazepan-3-yl)benzoic acid hydrochloride Cl.COC1=C(C=C(C(=O)O)C=C1)[C@@H]1COCCCN1 |r|